C1(CC1)N1C(=NC(=C1)C(F)(F)F)C1=CC=C(C=C1)CC=1C=2C(N=C(N1)C=1C(=NC=NC1OC)C1CC1)=NC(C(C2)C=2C=NC(=NC2)C)=O {4-[1-cyclopropyl-4-(trifluoromethyl)imidazol-2-yl]phenyl-methyl}-2-(4-cyclopropyl-6-methoxypyrimidin-5-yl)-6-(2-methylpyrimidin-5-yl)pyrido[2,3-d]pyrimidin-7-one